(R)-N-[(6S)-1'-[5-[5-chloro-3-(2-methoxyethyl)-4-oxo-quinazolin-6-yl]sulfanylpyrazine-2-yl]spiro[4,6-dihydrocyclopenta[d]thiazole-5,4'-piperidin]-6-yl]-2-methyl-propane-2-sulfinamide ClC1=C2C(N(C=NC2=CC=C1SC=1N=CC(=NC1)N1CCC2(CC1)[C@@H](C1=C(N=CS1)C2)N[S@](=O)C(C)(C)C)CCOC)=O